5-bromo-1-(methyl-d3)-1H-pyrazole-4-carbonitrile BrC1=C(C=NN1C([2H])([2H])[2H])C#N